1'-(6-((2-amino-3-chloropyridin-4-yl)thio)-1,2,4-triazin-3-yl)-1,3-dihydrospiro[indene-2,4'-piperidin]-1-amine NC1=NC=CC(=C1Cl)SC1=CN=C(N=N1)N1CCC2(CC1)C(C1=CC=CC=C1C2)N